CC1=C(C=CC=C1)\C=C\C1=CC=CC=C1 1-methyl-2-(E)-styrylbenzene